2-((2r,5s)-4-(6-cyano-1-methyl-2-oxo-1,2-dihydropyrido[3,2-d]pyrimidin-4-yl)-2-ethyl-5-methylpiperazin-1-yl)-N-(methylsulfonyl)-2-(4-(trifluoromethyl)phenyl)acetamide C(#N)C=1C=CC=2N(C(N=C(C2N1)N1C[C@H](N(C[C@@H]1C)C(C(=O)NS(=O)(=O)C)C1=CC=C(C=C1)C(F)(F)F)CC)=O)C